1-(2-fluoro-6-methoxyphenyl)ethan-1-one FC1=C(C(=CC=C1)OC)C(C)=O